methyl 5-(2-methoxythiazol-4-yl)-6-(((4-phenylcyclohexyl)oxy)methyl)-3,4-dihydropyridine-1(2H)-carboxylate COC=1SC=C(N1)C=1CCCN(C1COC1CCC(CC1)C1=CC=CC=C1)C(=O)OC